CC1CCN(CC1)S(=O)(=O)C1=CC=C(C=C1)NC(NCC=1C=NC=CC1)=O 3-[4-(4-methylpiperidine-1-sulfonyl)phenyl]-1-(pyridin-3-ylmethyl)urea